N-[(2R)-1-aminopropan-2-yl]-2-ethyl-4-[[3-[1-prop-2-ynyl-3-(trifluoromethyl)pyrazol-4-yl]imidazo[1,2-a]pyrazin-8-yl]amino]benzamide NC[C@@H](C)NC(C1=C(C=C(C=C1)NC=1C=2N(C=CN1)C(=CN2)C=2C(=NN(C2)CC#C)C(F)(F)F)CC)=O